BrC1=C2C(=CC=3C=CC(=NC13)NC1CCN(CC1)C)OC(=C2)C(=O)N 4-bromo-6-[(1-methylpiperidin-4-yl)amino]furo[2,3-g]quinoline-2-carboxamide